ClC=1CN(C(=CC1OCC1=NC=C(C=C1F)F)C)C1=CC(=NC=C1C)N1CC(=C(C=C1)OC)C(C)(C)O 3''-chloro-4''-((3,5-difluoropyridine-2-yl)methoxy)-3-(2-hydroxypropane-2-yl)-4-methoxy-5',6''-dimethyl-2H,2''H-[1,2':4',1''-terpyridine]